C(=O)C1=CC(=CN1C1=NC=CC=C1)C(=O)OC methyl 5-formyl-1-(pyridin-2-yl)-1H-pyrrole-3-carboxylate